N'-(2-ethyl-4-hydroxy-phenyl)-6-[4-(4-methylpiperazin-1-yl)-3-pyridyl]-4-[[(3R)-tetrahydrofuran-3-yl]amino]pyrrolo[1,2-b]pyridazine-3-carboxamidine C(C)C1=C(C=CC(=C1)O)N=C(N)C1=C(C=2N(N=C1)C=C(C2)C=2C=NC=CC2N2CCN(CC2)C)N[C@H]2COCC2